4-(2-(Oxo-2-(4-(trifluoromethoxy)phenyl)ethoxy)phenyl)-4,4a,5,5a,6,6a-hexahydro-4,6-ethenocyclopropa[f]isoindole-1,3(2H,3aH)-dione O=C(COC1=C(C=CC=C1)C12C3C(C(C4C(NC(C14)=O)=O)C=C2)C3)C3=CC=C(C=C3)OC(F)(F)F